4-(3-amino-1H-pyrazolo[4,3-b]pyridin-5-yl)-3-chloro-N-(2-hydroxyethyl)benzenesulfonamide NC1=NNC=2C1=NC(=CC2)C2=C(C=C(C=C2)S(=O)(=O)NCCO)Cl